CC1(N(C2=NC=CNC2C(N1)=O)C)N methyl-tetrahydromethyl-pterin